1-(4-amino-1,2,5-oxadiazol-3-yl)-N'-(2,3-dihydroxybenzylidene)-1H-1,2,3-triazole-4-carbohydrazide NC=1C(=NON1)N1N=NC(=C1)C(=O)NN=CC1=C(C(=CC=C1)O)O